tert-butyl N-tert-butoxycarbonyl-N-[2-[2-[2-[2-[2-[2-[2-(3-methoxy-4-nitro-pyrazol-1-yl)ethoxy]ethoxy]ethoxy]ethoxy]ethoxy]ethoxy]ethyl]carbamate C(C)(C)(C)OC(=O)N(C(OC(C)(C)C)=O)CCOCCOCCOCCOCCOCCOCCN1N=C(C(=C1)[N+](=O)[O-])OC